FC(C(OC(C)C)C=1C=CC(=NC1)N1N=CC(=C1)C1=NC=2C(=NC=CC2)N1)(F)F (1-(5-(2,2,2-trifluoro-1-isopropoxyethyl)pyridin-2-yl)-1H-pyrazol-4-yl)-3H-imidazo[4,5-b]pyridine